(9S)-10-(2-((tert-butyldiphenylsilyl)oxy)ethyl)-5-chloro-9-cyclopropyl-4-fluoro-2-(methylsulfinyl)-9,10-dihydro-8H-7-oxa-1,3,6,10-tetraazacyclohepta[de]naphthalene [Si](C1=CC=CC=C1)(C1=CC=CC=C1)(C(C)(C)C)OCCN1[C@H](COC2=NC(=C(C=3N=C(N=C1C23)S(=O)C)F)Cl)C2CC2